NC1=NC=NN2C1=C(C=C2C=2C=CC(=C(C(=O)N[C@@H]1CN(C[C@@H]1F)C(=O)C=1C=NN(C1)C)C2)C)C(F)(F)F 5-[4-amino-5-(trifluoromethyl)pyrrolo[2,1-f][1,2,4]triazin-7-yl]-N-[(3R,4S)-4-fluoro-1-(1-methyl-1H-pyrazole-4-carbonyl)pyrrolidin-3-yl]-2-methylbenzamide